1-((9H-Fluoren-9-yl)methyl) 2-(methyl-d3) (S)-5-oxopyrrolidine-1,2-dicarboxylate O=C1CC[C@H](N1C(=O)OCC1C2=CC=CC=C2C=2C=CC=CC12)C(=O)OC([2H])([2H])[2H]